(2S)-1,4-bis[2-(4-chloro-3-fluorophenoxy)acetamido]bicyclo[2.2.2]octan-2-yl Chloromethyl Carbonate C(O[C@@H]1C2(CCC(C1)(CC2)NC(COC2=CC(=C(C=C2)Cl)F)=O)NC(COC2=CC(=C(C=C2)Cl)F)=O)(OCCl)=O